BrC(C(=O)Cl)(F)F bromodifluoroacetylchloride